N,N-diethylaminosulfonyl fluoride C(C)N(S(=O)(=O)F)CC